COC(=O)C1=NC(=CC=C1)C=1N=NN(C1)[C@@H](C(C)(C)C)C(=O)N1[C@@H](C[C@H](C1)O)C(NC)=O 6-[1-[(1S)-1-[(2S,4R)-4-hydroxy-2-(methylcarbamoyl)pyrrolidine-1-carbonyl]-2,2-dimethyl-propyl]triazol-4-yl]pyridine-2-carboxylic acid methyl ester